OC1=C(C(=O)N)C=C(C(=C1)C(=O)N)O 2,5-dihydroxyterephthalamide